FC1=CC=C2C(=C(NC2=C1F)C1=CC=C(C=C1)F)C1=NN=C(O1)N[C@@H]1C(NCC1)=O (3S)-3-({5-[6,7-difluoro-2-(4-fluorophenyl)-1H-indol-3-yl]-1,3,4-oxadiazol-2-yl}amino)pyrrolidin-2-one